5-((4-methoxybenzyl)thio)-1,3,3-trimethyl-1,3-dihydro-2H-pyrrolo[2,3-b]pyridin-2-one COC1=CC=C(CSC=2C=C3C(=NC2)N(C(C3(C)C)=O)C)C=C1